[N+](=O)([O-])C1=CC2=C(SC(=C2)C(C)=O)C=C1 1-(5-nitrobenzo[b]thiophen-2-yl)ethan-1-one